C(C=C)N1N(C2=NC(=NC=C2C1=O)NC1=CC=C(C=C1)N1CCN(CC1)C)C1=NN(C(C=C1)=O)C 2-allyl-1-(1-methyl-6-oxo-1,6-dihydropyridazin-3-yl)-6-((4-(4-methylpiperazin-1-yl)phenyl)amino)-1,2-dihydro-3H-pyrazolo[3,4-d]pyrimidin-3-one